(5RS,7RS)-2-[(5-Chloro-3-fluoropyridin-2-yl)methyl]-5-{[(3R,4S)-3,4-difluoropyrrolidin-1-yl]carbonyl}-7-(trifluoromethyl)-5,6,7,8-tetrahydro[1,2,4]triazolo[4,3-a]pyridin-3(2H)-one ClC=1C=C(C(=NC1)CN1N=C2N([C@H](C[C@H](C2)C(F)(F)F)C(=O)N2C[C@H]([C@H](C2)F)F)C1=O)F |&1:12,14|